C[N+](CCCCC(=O)[O-])(C)C.O=C1N(C(C2=CC=CC=C12)=O)CCCS(=O)(=O)N 3-(1,3-dioxoisoindolin-2-yl)propane-1-sulfonamide 5-(Trimethylammonio)-pentanoate